C(C)(C)(C)OC(=O)NC=1C=CC(=C(C1)/C=C/C(=O)OCC)C ethyl (E)-3-(5-((tert-butoxycarbonyl)amino)-2-methylphenyl)acrylate